OC1=CC=C2C(C=C(OC2=C1O)C1=CC=CC=C1)=O 7,8-DIHYDROXYFLAVON